NC(C1=NC=2N(C=C1)C=C(N2)[C@H](C2CCC(CC2)(F)F)NC(OC(C)(C)C)=O)C2CC2 tert-Butyl ((1S)-(7-(amino(cyclopropyl)methyl)imidazo[1,2-a]pyrimidin-2-yl)(4,4-difluorocyclohexyl)methyl)carbamate